tert-butyl (3S,5R) and (3R,5S)-3,5-dimethyl-4-oxopiperidine-1-carboxylate C[C@H]1CN(C[C@H](C1=O)C)C(=O)OC(C)(C)C |r|